CN1N=C(C=C1S(=O)(=O)N1CCCCC1)C(=O)N1CC2(C3=CC(=CC=C13)NS(=O)(=O)C)CCCCC2 N-(1'-(1-methyl-5-(piperidin-1-ylsulfonyl)-1H-pyrazole-3-carbonyl)spiro[cyclohexane-1,3'-indolin]-5'-yl)methanesulfonamide